[Br-].[N+](=O)([O-])C1=C(C=CC=C1)C(C[N+]1=CC(=CC(=C1)C)C)=O 1-(2-(2-Nitrophenyl)-2-oxoethyl)-3,5-dimethylpyridin-1-ium bromide